4-(3-nitrosophenyl)-N-(4-(trifluoromethyl)phenyl)pyrimidin-2-amine N(=O)C=1C=C(C=CC1)C1=NC(=NC=C1)NC1=CC=C(C=C1)C(F)(F)F